1-(2-Bromoethyl)-1H-pyrazole-5-carboxylic acid methyl ester COC(=O)C1=CC=NN1CCBr